C(CCC)OC1=NN2C(C(=N1)N)=NC=C2CC2=CC=C(C=C2)C2CCNCC2 C2-butoxy-7-(4-(piperidin-4-yl)benzyl)imidazo[2,1-f][1,2,4]triazin-4-amine